C(=O)(OC(C)(C)C)NCCCCCCCCCCN N-Boc-1,10-diaminodecane